O=C1C(=C(C=NN1)O[C@H](COCCC(=O)N1CCN(CC1)C1=CC=C(C=N1)CC#N)C)C(F)(F)F (S)-2-(6-(4-(3-(2-((6-Oxo-5-(trifluoromethyl)-1,6-dihydropyridazin-4-yl)oxy)propoxy)propanoyl)piperazin-1-yl)pyridin-3-yl)acetonitrile